[6-(difluoromethyl)-3-pyridyl]Boronic Acid FC(C1=CC=C(C=N1)B(O)O)F